BrCCCCCN1N=CC=C1 1-(5-bromopentyl)-1H-pyrazole